1-phenyl-1-propanone C1(=CC=CC=C1)C(CC)=O